{[(1R,3aS,3bS,7S,9aR,9bS,11aR)-1-[(2R)-6-acetoxy-6-methylhept-2-yl]-9a,11a-dimethyl-2,3,3a,3b,4,6,7,8,9,9a,9b,10,11,11a-tetradecahydro-1H-cyclopenta[1,2-a]phenanthrene-7-yl]oxy}acetate C(C)(=O)OC(CCC[C@@H](C)[C@H]1CC[C@@H]2[C@@]1(CC[C@@H]1[C@]3(CC[C@@H](CC3=CC[C@@H]21)OCC(=O)[O-])C)C)(C)C